S1C=NC2=C1C=C(C=C2)\C=C/2\C(N(C(=N2)N[C@@H](COC)C2=CC=CC=C2)C)=O (5Z)-5-(1,3-Benzothiazol-6-ylmethylene)-2-[[(1R)-2-methoxy-1-phenyl-ethyl]amino]-3-methyl-imidazol-4-one